4-(((R)-1-Hydroxy-4-methylpentan-2-yl)amino)-6-(2-(3-methyl-4-oxo-3,4-dihydroquinazolin-6-yl)propyl)-1,3,5-triazin-2-yl-methanesulfonamide OC[C@@H](CC(C)C)NC1=NC(=NC(=N1)CC(C)C=1C=C2C(N(C=NC2=CC1)C)=O)CS(=O)(=O)N